BrC=1C=CC=2N(C1)N=CC2S(=O)(=O)NC2=NC(=C(C=C2F)CC#N)OC 6-bromo-N-[5-(cyanomethyl)-3-fluoro-6-methoxy-2-pyridyl]pyrazolo[1,5-a]pyridine-3-sulfonamide